2-{3-[(4-methane-sulfonylphenyl)-amino]prop-1-yn-1-yl}-N-[1-(oxan-4-yl)piperidin-4-yl]-1-(2,2,2-trifluoroethyl)-1H-indol-4-amine CS(=O)(=O)C1=CC=C(C=C1)NCC#CC=1N(C=2C=CC=C(C2C1)NC1CCN(CC1)C1CCOCC1)CC(F)(F)F